C(C)(C)(C)C(CCC)C1=CC=C(C(=O)O)C=C1 p-(t-butylbutyl)benzoic acid